BrC=1C=C2C=C(N(C2=CC1)C1CC1)C(N1N=CC=C1C(F)(F)F)([2H])[2H] 5-bromo-1-cyclopropyl-2-[dideuterio-[5-(trifluoromethyl)pyrazol-1-yl]methyl]indole